3-fluoro-4-((5-(3-morpholinopropoxy)-2,3-dihydro-[1,4]dioxino[2,3-f]quinazolin-10-yl)oxy)aniline FC=1C=C(N)C=CC1OC1=NC=NC2=CC(=C3C(=C12)OCCO3)OCCCN3CCOCC3